2-((5-bromo-2-chloropyridin-3-yl)oxy)-1-(6-methoxypyridin-3-yl)ethan-1-one BrC=1C=C(C(=NC1)Cl)OCC(=O)C=1C=NC(=CC1)OC